C(C)(C)N1N=CC(=C1NC(CCOC)=O)C(=O)N 1-isopropyl-5-(3-methoxypropanamido)-1H-pyrazole-4-carboxamide